2-(ethyl-(4-(hydroxymethyl)-5-methylthiazol-2-yl)amino)acetonitrile C(C)N(CC#N)C=1SC(=C(N1)CO)C